1-(3-Chlorophenyl)-N-ethyl-7-oxo-6-(3-((1S,5S)-3-oxo-2-azabicyclo[3.1.0]hex-2-yl)phenyl)-4,5,6,7-tetrahydro-1H-pyrazolo[3,4-c]pyridine-3-carboxamide ClC=1C=C(C=CC1)N1N=C(C2=C1C(N(CC2)C2=CC(=CC=C2)N2[C@H]1C[C@H]1CC2=O)=O)C(=O)NCC